Diethylnicotinamid CCN(CC)C(=O)C1=CN=CC=C1